NCCCC(=O)OCC1=CC=CC=C1 benzyl 4-aminobutanoate